O[C@@H](CNC[C@H]1CN(CC1)C(C)=O)[C@H]([C@@H]([C@@H](CO)O)O)O 1-[(3S)-3-[[[(2S,3r,4r,5r)-2,3,4,5,6-pentahydroxyhexyl]amino]methyl]pyrrolidin-1-yl]ethanone